2-(tetrahydrofuranyl)propane O1C(CCC1)C(C)C